C(C)OC(=O)C=1C2=C(NN1)COC(C2)C2=CC(=C(C=C2)F)F 5-(3,4-difluorophenyl)-1,4,5,7-tetrahydropyrano[3,4-c]pyrazole-3-carboxylic acid ethyl ester